O=C1C(C=C(C2C1(C(=O)OC2=O)C2OCCC2)C)=O dioxotetrahydrofuranyl-3-methyl-3-cyclohexene-1,2-dicarboxylic anhydride